3-iodoindazole-1-carboxylic acid tert-butyl ester C(C)(C)(C)OC(=O)N1N=C(C2=CC=CC=C12)I